2-Butyl-4-(tert-butylamino)-1H-thiophene C(CCC)C=1SC=C(C1)NC(C)(C)C